N1C=CC(=C1)N1N=CC=C1 pyrrol-4-yl-1H-pyrazol